4-amino-7-(1,1-difluoroethyl)-1-(imidazo[1,2-a]pyridin-7-yl)quinazolin-2(1H)-one NC1=NC(N(C2=CC(=CC=C12)C(C)(F)F)C1=CC=2N(C=C1)C=CN2)=O